(S,E)-3-amino-7-chloro-6-(3-((1-(4-(dimethylamino)but-2-enoyl)azetidin-3-yl)oxy)propyl)-1-methyl-3,4,5,6-tetrahydrobenzo[b][1,4]diazocin N[C@H]1CCN(C2=C(N(C1)C)C=CC=C2Cl)CCCOC2CN(C2)C(\C=C\CN(C)C)=O